COCC(COC)(C(C)C)CCC(C)C 1,3-dimethoxy-2-isopentyl-2-isopropylpropane